(S)-10,11-dihydro-5H-dibenzo[b,f]azepin-10-ol C1=CC=CC=2NC3=C([C@H](CC21)O)C=CC=C3